2-[1-(pyridin-2-ylmethyl)-1H-indole-3-carboxamido]-4-fluorobenzoic acid N1=C(C=CC=C1)CN1C=C(C2=CC=CC=C12)C(=O)NC1=C(C(=O)O)C=CC(=C1)F